(S)-1-((tert-butyldimethylsilyl)oxy)-propan-2-ol [Si](C)(C)(C(C)(C)C)OC[C@H](C)O